4-bromo-3-trifluoromethylbenzonitrile BrC1=C(C=C(C#N)C=C1)C(F)(F)F